ClC1=CC=C(N=N1)N1C(C(OC(C1([2H])[2H])([2H])[2H])([2H])[2H])([2H])[2H] 4-(6-chloropyridazin-3-yl)-2,2,3,3,5,5,6,6-octadeuterio-morpholine